BrC=1C=CC2=C(N(N=N2)C2=CC=C(C=C2)OC(C)C)C1 6-bromo-1-[4-(propan-2-yloxy)phenyl]-1H-1,2,3-benzotriazole